(2S)-2-[9H-fluoren-9-ylmethoxycarbonyl-(methyl)amino]-3-(m-tolyl)propanoic acid C1=CC=CC=2C3=CC=CC=C3C(C12)COC(=O)N([C@H](C(=O)O)CC=1C=C(C=CC1)C)C